L-glutamyl-amine N[C@@H](CCC(=O)O)C(=O)N